3,3'-(((((4-(2-carboxy-2-(pyrrolidin-3-yl)ethyl)furan-2-yl)methyl)azanediyl)bis(methylene))bis(furan-4,2-diyl))bis(2-(pyrrolidin-3-yl)propanoic acid) C(=O)(O)C(CC=1C=C(OC1)CN(CC=1C=C(OC1)CC(C(=O)O)C1CNCC1)CC=1C=C(OC1)CC(C(=O)O)C1CNCC1)C1CNCC1